C(#N)[NH+](CC=C)CC=C cyanodiallyl-ammonium